CC(=O)NC1=CO[C@@H]([C@H]([C@@H]1O)O)CO The molecule is a glycal derivative that is 1,5-anhydro-2-deoxy-D-arabino-hex-1-enitol substituted by an acetylamino group at position 2. It has a role as a metabolite. It is a glycal derivative and a member of acetamides.